(3S)-3-{4-[(1s,4s)-7-azabicyclo[2.2.1]hept-7-ylmethyl]phenyl}-2,3-dihydro[1,4]dioxino[2,3-b]pyridine C12CCC(CC1)N2CC2=CC=C(C=C2)[C@H]2COC=1C(=NC=CC1)O2